methyl (2S)-2-{benzyl [(tert-butoxycarbonyl) aminosulfonyl] amino}-3-hydroxypropanoate C(C1=CC=CC=C1)N([C@H](C(=O)OC)CO)S(=O)(=O)NC(=O)OC(C)(C)C